2-(4-(4-(Trifluoromethyl)phenyl)piperidine-1-carbonyl)-7-oxa-5-azaspiro[3.4]octan-6-one FC(C1=CC=C(C=C1)C1CCN(CC1)C(=O)C1CC2(C1)NC(OC2)=O)(F)F